C(C=C)N1N(C2=NC(=NC=C2C1=O)SC)C1=NC(=CC=C1)C1(CC1)C#N 2-allyl-1-(6-(1-cyanocyclopropan-1-yl)pyridin-2-yl)-6-methylsulfanyl-1H-pyrazolo[3,4-d]pyrimidin-3(2H)-one